vinyl-bis(n-butoxy)methylsilane C(=C)[SiH2]C(OCCCC)OCCCC